methoxy-monosilane CO[SiH3]